COC(C1=C(N=C(C=C1)C)C=C)=O 6-methyl-2-vinylnicotinic acid methyl ester